6-(benzylthio)-8-bromo-N'-(2,2,2-trifluoroacetyl)-[1,2,4]triazolo[4,3-a]pyridin-3-carbohydrazide C(C1=CC=CC=C1)SC=1C=C(C=2N(C1)C(=NN2)C(=O)NNC(C(F)(F)F)=O)Br